4-CHLORO-2-METHYL-PYRIDINE-3-CARBALDEHYDE ClC1=C(C(=NC=C1)C)C=O